COC=1C(=NC=C(C1)[N+](=O)[O-])OC1CCN(CC1)C(=O)OC(C)(C)C tert-butyl 4-((3-methoxy-5-nitropyridin-2-yl)oxy)piperidine-1-carboxylate